(((((9H-fluoren-9-yl)methoxy)carbonyl)amino)methyl)-3-(2-chlorophenyl)-4-(5-chloro-2-fluorophenyl)-5-neopentylpyrrolidine-2-carboxylic acid C1=CC=CC=2C3=CC=CC=C3C(C12)COC(=O)NCN1C(C(C(C1CC(C)(C)C)C1=C(C=CC(=C1)Cl)F)C1=C(C=CC=C1)Cl)C(=O)O